C(C)(C)(C)C=1C=C(C=C(C1)C(C)(C)C)C=1C=CC=2N(C1)C=C(N2)C2=C(C(=O)N)C=CC(=C2)C(C(=O)N2CCN(CC2)C)(C)C (6-(3,5-di-tert-butylphenyl)imidazo[1,2-a]pyridin-2-yl)-4-(2-methyl-1-(4-methylpiperazin-1-yl)-1-oxopropan-2-yl)benzamide